AmylPhenylAcetate C(CCCC)C(C(=O)[O-])C1=CC=CC=C1